(S)-2-(4-(6-((5-chloro-2-fluoro-4-methylbenzyl)oxy)pyridin-2-yl)-2,5-difluorobenzyl)-1-(4,4-dimethyltetrahydrofuran-3-yl)-1H-benzo[d]imidazole-6-carboxylic acid ClC=1C(=CC(=C(COC2=CC=CC(=N2)C2=CC(=C(CC3=NC4=C(N3[C@@H]3COCC3(C)C)C=C(C=C4)C(=O)O)C=C2F)F)C1)F)C